C(C1=CC=CC=C1)(C1=CC=CC=C1)N1[C@H](C(C1)[C@@H](C(=O)OC)S(=O)(=O)C)C methyl (2S)-2-[(2S)-1-benzhydryl-2-methyl-azetidin-3-yl]-2-methylsulfonyl-acetate